ClC=1C=C(C=CC1OC(F)(F)F)C1CN(C1)C(=O)OC(C)(C)C tert-Butyl 3-[3-chloro-4-(trifluoromethoxy)phenyl]azetidine-1-carboxylate